N-(4-{4-amino-7-methyl-5-[(4R)-4-(pyrrolidine-1-carbonyl)cyclohex-1-en-1-yl]-7H-pyrrolo[2,3-d]pyrimidin-6-yl}-3-methoxyphenyl)-2-methylprop-2-enamide NC=1C2=C(N=CN1)N(C(=C2C2=CC[C@@H](CC2)C(=O)N2CCCC2)C2=C(C=C(C=C2)NC(C(=C)C)=O)OC)C